bis[1,3-dimethyl-3-(isopropylphenyl peroxy) butyl] carbonate C(OC(CC(C)(OOC1=C(C=CC=C1)C(C)C)C)C)(OC(CC(C)(OOC1=C(C=CC=C1)C(C)C)C)C)=O